ClC=1C(=C2C=NNC2=C(C1F)NCC)C=1N=CC=2N(C1)C=C(N2)NC(=O)C2C(C2)F N-(6-(5-chloro-7-(ethylamino)-6-fluoro-1H-indazol-4-yl)imidazo[1,2-a]pyrazin-2-yl)-2-fluorocyclopropane-1-carboxamide